(S)-4-(7-chloro-3-cyano-6-fluoro-1-(((S)-1-methylpyrrolidin-2-yl)methyl)-2-oxo-1,2-dihydro-1,8-naphthyridin-4-yl)-3-methylpiperazine-1-carboxylic acid tert-butyl ester C(C)(C)(C)OC(=O)N1C[C@@H](N(CC1)C1=C(C(N(C2=NC(=C(C=C12)F)Cl)C[C@H]1N(CCC1)C)=O)C#N)C